O=C1NC(CCC1C1=NN(C2=CC(=CC=C12)OC1CCN(CC1)C(=O)OC(C)(C)C)C)=O tert-butyl 4-[3-(2,6-dioxo-3-piperidyl)-1-methyl-indazol-6-yl]oxypiperidine-1-carboxylate